CCCCCCCCCCC n-hendecane